[Mg+2].[Na+].[Na+].C(CN(CC(=O)[O-])CC(=O)[O-])N(CC(=O)[O-])CC(=O)[O-] ethylenediaminetetraacetic acid disodium magnesium salt